O=C1NC(CCC1C1=NN(C2=C(C=CC=C12)OCC(=O)NCCOC1=CC=C(C=C1)C)C)=O 2-((3-(2,6-dioxopiperidin-3-yl)-1-methyl-1H-indazol-7-yl)oxy)-N-(2-(p-tolyloxy)-ethyl)acetamide